[Sb].[As].[In] indium-arsenic-antimony